COC1OC(C2=CC(=CC=C12)C(=O)O)OC 1,3-Dimethoxy-1,3-dihydroisobenzofuran-5-carboxylic acid